O=C1NC(CCC1N1C(N(C2=C1C=CC(=C2)CC2(CCN(CC2)C(=O)OCC2=CC=CC=C2)OC)C)=O)=O Benzyl 4-[[1-(2,6-dioxo-3-piperidyl)-3-methyl-2-oxo-benzimidazol-5-yl]methyl]-4-methoxy-piperidine-1-carboxylate